N-(1-(6-benzyl-3-chloro-4-cyano-5,6,7,8-tetrahydro-2,6-naphthyridin-1-yl)piperidin-4-yl)acrylamide C(C1=CC=CC=C1)N1CC=2C(=C(N=C(C2CC1)N1CCC(CC1)NC(C=C)=O)Cl)C#N